ClC=1C=C(CN2CCN(CC2)CCCC2OC(C3=CC=CC=C23)=O)C=CC1 3-(3-(4-(3-chlorobenzyl)piperazin-1-yl)propyl)-1(3H)-isobenzofuranone